{1-[(1R)-1-cyclobutylethyl]-1H-imidazol-4-yl}[(1R,5S,6R)-6-(5,5-dimethyl-4,5-dihydro-1,2-oxazol-3-yl)-3-azabicyclo[3.1.0]hex-3-yl]methanone C1(CCC1)[C@@H](C)N1C=NC(=C1)C(=O)N1C[C@H]2C([C@H]2C1)C1=NOC(C1)(C)C